FC1=C(C=C(C=C1)C=1C=C2C(=NC1)NC(N2CC=2C=NC=C(C2)C)=O)C 6-(4-fluoro-3-methyl-phenyl)-1-[(5-methyl-3-pyridinyl)methyl]-3H-imidazo[4,5-b]pyridin-2-one